fructosyl-serine OCC1([C@@H](O)[C@H](O)[C@H](O1)CO)N[C@@H](CO)C(=O)O